ClC=1C(=NC=C(C1I)F)NS(=O)(=O)CC1CC1 N-(3-chloro-5-fluoro-4-iodopyridin-2-yl)-1-cyclopropyl-methanesulfonamide